FC=1C(=C2C(=NC1)NN=C2)C=2C(=NN1C2CC[C@](C1)(C[2H])C([2H])([2H])F)C1=NC=C(C=C1)F (S)-5-Fluoro-4-(6-(fluoromethyl-d2)-2-(5-fluoropyridin-2-yl)-6-(methyl-d)-4,5,6,7-tetrahydropyrazolo[1,5-a]pyridin-3-yl)-1H-pyrazolo[3,4-b]pyridine